BrC1=CC=C(C=C1)N(C1=CC=C(C=C1)C#CC1=NC=CC=C1)C1=CC=C(C=C1)Br N,N-bis(4-bromophenyl)-4-(2-pyridylethynyl)aniline